N-((2-(benzyloxy)ethyl)sulfonyl)-5-chloro-4-(cyclopentylmethoxy)-2-fluorobenzamide C(C1=CC=CC=C1)OCCS(=O)(=O)NC(C1=C(C=C(C(=C1)Cl)OCC1CCCC1)F)=O